5-(4,6-diphenyl-1,3,5-triazin-2-yl)-3,4-bis(benzothieno[2,3-b]carbazole-7-yl)-2-phenylbenzonitrile C1(=CC=CC=C1)C1=NC(=NC(=N1)C1=CC=CC=C1)C=1C(=C(C(=C(C#N)C1)C1=CC=CC=C1)N1C=2C=CC=CC2C=2C=C3C(=CC12)SC1=C3C=CC=C1)N1C=3C=CC=CC3C=3C=C2C(=CC13)SC1=C2C=CC=C1